(E)-6-((6-chloro-2-methyl-2H-indazol-5-yl)amino)-3-((1-methyl-1H-1,2,4-triazol-3-yl)methyl-d2)-1-(2,4,5-trifluorobenzyl)-1,3,5-triazinE-2,4-dione ClC=1C(=CC2=CN(N=C2C1)C)NC1=NC(N(C(N1CC1=C(C=C(C(=C1)F)F)F)=O)C([2H])([2H])C1=NN(C=N1)C)=O